ClC1=C(N=NC=C1)C(=O)[O-] Chloropyridazinecarboxylate